CS(=O)(=O)OCC=1C=NC(=NC1)NC1C(NC(CC1)=O)=O (2-((2,6-dioxopiperidin-3-yl)amino)pyrimidin-5-yl)methyl methanesulfonate